(S)-2-((R)-2-(4-fluorophenyl)-2-methoxyethyl)-6-(((S)-1-(5-fluoropyridin-2-yl)-2-hydroxyethyl)amino)-N-hydroxyhexanamide FC1=CC=C(C=C1)[C@@H](C[C@@H](C(=O)NO)CCCCN[C@H](CO)C1=NC=C(C=C1)F)OC